methyl-2-(5,5-dimethyl-1,3,2-dioxaborolan-2-yl)-5,5-dimethyl-1,3,2-dioxaborolan CC1OB(OC1(C)C)B1OC(CO1)(C)C